C1(=CC=CC=C1)[C@@H](C)N1C(=CC=C1)C(=O)O R-1-(1-phenylethyl)-1H-pyrrole-2-carboxylic acid